C(OC(C)(C)F)([O-])=O 1-fluoro-1-methyl-ethyl carbonate